C=1(C(=CC=CC1)C(=O)O)\C=C\C(=O)C1=CC=CC=C1 chalconic acid